(S)-2-amino-3-(3-(4-((5-(difluoromethoxy)pyridin-2-yl)oxy)phenyl)-1,2,4-oxadiazol-5-yl)propan N[C@@H](C)CC1=NC(=NO1)C1=CC=C(C=C1)OC1=NC=C(C=C1)OC(F)F